CC=1C(C(CCC1C)C)=O 2,3,6-trimethylcyclohexen-1-one